Cl.Cl.CNC(CCCCC)=O N-methyl-hexanamide dihydrochloride